butyl (4-bromo-2-fluorophenyl)(methyl)carbamate BrC1=CC(=C(C=C1)N(C(OCCCC)=O)C)F